Cl.C(CCCCCC)N.C(CCCCCC)N bis(heptan-1-amine) hydrochloride